ClC=1C=C(C=CC1)O m-Chlorophenol